Allyl ((S)-1-(((S)-1-((4-(hydroxymethyl)phenyl)amino)-1-oxo-5-ureidopentan-2-yl)amino)-3-methyl-1-oxobutan-2-yl)carbamate OCC1=CC=C(C=C1)NC([C@H](CCCNC(=O)N)NC([C@H](C(C)C)NC(OCC=C)=O)=O)=O